N1=CC=CC=2C(CC3N(C12)CCNC3=O)=O 6,6a,9,10-tetrahydro-5H-pyrazino[1,2-a][1,8]naphthyridine-5,7(8H)-dione